1-(4-vinylbenzyl)-5,5'-iminobis(1H-tetrazole) C(=C)C1=CC=C(CN2N=NN=C2NC2=NN=NN2)C=C1